BrC1=C(\C=C(\C(=O)OC)/CC(=O)OC)C=C(C(=C1)F)F dimethyl (E)-2-(2-bromo-4,5-difluorobenzylidene)succinate